FC1(OC2=C(O1)C=CC(=C2)CO[C@@H](C(=O)N[C@@H](C)C2=CC=C(C(=O)O)C=C2)C(C)C)F 4-((S)-1-((R)-2-((2,2-difluorobenzo[d][1,3]dioxol-5-yl)methoxy)-3-methylbutanoylamino)ethyl)benzoic acid